2-Chloro-N-cyclobutylthieno[2,3-d]thiazole-5-carboxamide ClC=1SC2=C(N1)SC(=C2)C(=O)NC2CCC2